ClC=1C=C(C(=O)OC)C=C(C1OC)S(NC1=C(C=C(C(=C1)OC1=CC(=CC=C1)CO)F)F)(=O)=O Methyl 3-chloro-5-[[2,4-difluoro-5-[3-(hydroxymethyl) phenoxy] phenyl] sulfamoyl]-4-methoxy-benzoate